Cl.NC(C(=O)OC)[C@H]1NCC(C1)(F)F methyl 2-amino-2-[(2S)-4,4-difluoropyrrolidin-2-yl]acetate hydrochloride